myristyl-N-methyl-β-alanine C(CCCCCCCCCCCCC)N(CCC(=O)O)C